C(=O)(OCC1C2=CC=CC=C2C2=CC=CC=C12)N[C@H](C(=O)O)CC1=CNC2=CC=CC=C12 N-Fmoc-(S)-2-Amino-3-(1H-indol-3-yl)-propionic acid